Tert-butyl 4-[[2-(2,6-dioxo-3-piperidyl)-1-oxo-isoindolin-4-yl]amino]piperidine-1-carboxylate O=C1NC(CCC1N1C(C2=CC=CC(=C2C1)NC1CCN(CC1)C(=O)OC(C)(C)C)=O)=O